3-(2-((8-fluoro-7-(7-fluoro-3-(methoxymethoxy)-8-((triisopropylsilyl)ethynyl)naphthalen-1-yl)-2-(methylsulfonyl)pyrido[4,3-d]pyrimidin-5-yl)(methyl)amino)ethyl)benzenesulfonic acid FC1=C(N=C(C2=C1N=C(N=C2)S(=O)(=O)C)N(CCC=2C=C(C=CC2)S(=O)(=O)O)C)C2=CC(=CC1=CC=C(C(=C21)C#C[Si](C(C)C)(C(C)C)C(C)C)F)OCOC